FC=1C=C(COC=2C=CC3=C(C(=C(O3)C)C(=O)N[C@@H]3CNCC3)C2)C=CC1 (S)-5-((3-fluorobenzyl)oxy)-2-methyl-N-(pyrrolidin-3-yl)benzofuran-3-carboxamide